(heptadecafluoro-1,1,2,2-tetrahydrodecyl)tris(dimethylamino)silane CN(C)[Si](CCC(C(C(C(C(C(C(C(F)(F)F)(F)F)(F)F)(F)F)(F)F)(F)F)(F)F)(F)F)(N(C)C)N(C)C